NCC1=CC(=NC=C1)S(=O)(=O)N1CC(CC(C1)C1CCCCC1)C(=O)N1CCOCC1 (1-((4-(aminomethyl)pyridin-2-yl)sulfonyl)-5-cyclohexylpiperidin-3-yl)(morpholino)methanone